(5-(4-methoxy-1H-pyrrolo[2,3-b]pyridin-3-yl)pyrazolo[1,5-a]pyridin-3-yl)(4-methylpiperazin-1-yl)methanone COC1=C2C(=NC=C1)NC=C2C2=CC=1N(C=C2)N=CC1C(=O)N1CCN(CC1)C